C1(=CC=C(C=C1)C[C@H]1N(C[C@@H]([C@H]1OC(=O)OC1=CC=C(C=C1)[N+](=O)[O-])OC(=O)OC(C)(C)C)C(=O)OC(C)(C)C)C1=CC=CC=C1 tert-butyl (2R,3S,4S)-2-{[1,1'-biphenyl]-4-ylmethyl}-4-[(tert-butoxycarbonyl)oxy]-3-[(4-nitrophenoxycarbonyl)oxy]pyrrolidine-1-carboxylate